COC1=CC=C(CNC=2C(=NC=C(N2)C)C(CC(CC)=O)=O)C=C1 1-(3-((4-methoxybenzyl)amino)-5-methylpyrazin-2-yl)pentane-1,3-dione